[Sc].[Br].[Cl].FC(C(=O)O)(F)C1=NC=CN1CC (difluorocarboxymethyl)-3-ethylimidazole chlorine bromine scandium